tert-butyl N-[2-[2-(3-chloro-4-fluoro-N-(1-tetrahydropyran-2-yl-3-vinyl-pyrazolo[3,4-c]pyridin-5-yl)anilino)ethoxy]ethyl]-N-methyl-carbamate ClC=1C=C(N(C=2C=C3C(=CN2)N(N=C3C=C)C3OCCCC3)CCOCCN(C(OC(C)(C)C)=O)C)C=CC1F